O.[Al].[Na] sodium-aluminum hydrate